(2S,4S)-2-methylpiperidine-4-carboxylic acid hydrogen chloride salt Cl.C[C@@H]1NCC[C@@H](C1)C(=O)O